C(C=1C(C(=O)[O-])=CC=CC1)(=O)OCCCOC(C=C)=O (acryloxypropyl) phthalate